(E)-1-(2-Hydroxy-4-prop-2-enoxyphenyl)-3-(4-methoxy-3-prop-2-enoxyphenyl)prop-2-en-1-one OC1=C(C=CC(=C1)OCC=C)C(\C=C\C1=CC(=C(C=C1)OC)OCC=C)=O